2-(4-(acetamidomethyl)-2-((7-(3-(aminomethyl)phenyl)benzofuran-5-yl)methoxy)phenyl)acetic acid C(C)(=O)NCC1=CC(=C(C=C1)CC(=O)O)OCC=1C=C(C2=C(C=CO2)C1)C1=CC(=CC=C1)CN